OC1=C(C=O)C=C(C=C1)C 2-hydroxy-5-methyl-benzaldehyde